C1(CC1)C=1C(=C(C=CC1)S(=O)(=NC)C1=C(N=C(N=N1)C)C(=O)NCC(F)(F)C1=C(C=C(C=C1)C)C)F 6-[S-(3-cyclopropyl-2-fluorophenyl)-N-methylsulfonimidoyl]-N-[2-(2,4-dimethylphenyl)-2,2-difluoroethyl]-3-methyl-1,2,4-triazine-5-carboxamide